N1=CC=C(C=C1)CCC 1-(pyridin-4-yl)propane